COC(C1=CC(=C(C=C1)N)NC[C@H]1OCC1)=O (S)-4-amino-3-((oxetane-2-ylmethyl)amino)benzoic acid methyl ester